2,5-dimethyl-benzoic acid p-toluate C1(=CC=C(C=C1)C(=O)O)C.CC1=C(C(=O)O)C=C(C=C1)C